BrC=1N=C(SC1C=O)NC(OC(C)(C)C)=O tert-Butyl (4-bromo-5-formylthiazol-2-yl)carbamate